B([O-])([O-])[O-].B(O)(O)O.B(O)(O)O.B([O-])([O-])[O-].[Y+3].[Al+3] Aluminum yttrium tetraborate